COCC(CCCC(C)C)(CCCC)COC 6,6-bis(methoxymethyl)-2-methyldecane